4-[4-[[4-(chloromethyl)benzoyl]amino]phenyl]sulfonylpiperazine-1-carboxylic acid benzyl ester C(C1=CC=CC=C1)OC(=O)N1CCN(CC1)S(=O)(=O)C1=CC=C(C=C1)NC(C1=CC=C(C=C1)CCl)=O